N,N-diethyl-chloroacetamide C(C)N(C(CCl)=O)CC